CN(C)CC(CCCCCCC1C(C1)CCCCCCCCCC(=O)[O-])CCCCCCCCC 10-(2-{7-[(dimethylamino)methyl]hexadecyl}cyclopropyl)decanoate